C1(CCC1)OC=1C(=CC(=C(C1)N1CCC(CC1)N1CCNCC1)C=1C=NN(C1)C)[N+](=O)[O-] 1-(1-(5-cyclobutyloxy-2-(1-methyl-1H-pyrazol-4-yl)-4-nitrophenyl)piperidin-4-yl)piperazine